2-(morpholin-4-yl)ethan-1-one N1(CCOCC1)CC=O